(1S,2S)-N-(5-iodo-6-(trifluoromethyl)pyridazin-3-yl)-2-(4-methylpyrimidin-2-yl)cyclopropane-1-carboxamide IC=1C=C(N=NC1C(F)(F)F)NC(=O)[C@@H]1[C@H](C1)C1=NC=CC(=N1)C